CNC(=O)C1=CC(=CC=2C(COC21)C2=CC=CC=C2)C(=O)NC=2C=NN(C2)C N7-methyl-N5-(1-methyl-1H-pyrazol-4-yl)-3-phenyl-2,3-dihydrobenzofuran-5,7-dicarboxamide